1-(3,5-dicyclopropylpyridin-2-yl)piperazine dihydrochloride Cl.Cl.C1(CC1)C=1C(=NC=C(C1)C1CC1)N1CCNCC1